tert-butyl (2R,3S,4S)-4-[(tert-butoxycarbonyl) oxy]-3-[({5-[(diethylamino)methyl]-1,3,4-thiadiazol-2-yl}carbamoyl)oxy]-2-[(4-methoxy phenyl)methyl]pyrrolidine-1-carboxylate C(C)(C)(C)OC(=O)O[C@@H]1[C@H]([C@H](N(C1)C(=O)OC(C)(C)C)CC1=CC=C(C=C1)OC)OC(NC=1SC(=NN1)CN(CC)CC)=O